COC(=O)CCC1(C2=CC(=CC=C2C=2C=CC(=CC12)C1=CC=CC=C1)C1=CC=CC=C1)CCC(=O)OC 9,9-bis(2-methoxycarbonylethyl)-2,7-diphenylfluorene